COC1=CC=C(CN=C=S)C=C1 4-Methoxybenzylisothiocyanat